ethyl 1-(3-amino-6-(2,5-dimethyl-1,2,3,4-tetrahydroisoquinolin-7-yl)pyrazin-2-yl)-3-(prop-1-ynyl)-1H-pyrazole-4-carboxylate NC=1C(=NC(=CN1)C1=CC(=C2CCN(CC2=C1)C)C)N1N=C(C(=C1)C(=O)OCC)C#CC